O1C(=NCC1)C1=C(C(=C(C=C1CCCCC)O)C1=C(C=CC(=C1)C)C(=C)C)O 3-(4,5-dihydrooxazol-2-yl)-5'-methyl-4-pentyl-2'-(prop-1-en-2-yl)-[1,1'-biphenyl]-2,6-diol